N-(3-((4-chlorophenyl)sulfonamido)phenyl)-1H-benzo[d]imidazole-5-carboxamide ClC1=CC=C(C=C1)S(=O)(=O)NC=1C=C(C=CC1)NC(=O)C1=CC2=C(NC=N2)C=C1